C(C)(=O)N(N(C(=O)C1=CC=2C3=C(C(=NC2C=C1F)N)C=NN3C)CC3=NC=C(C=C3)C(F)(F)F)CC N'-acetyl-4-amino-N'-ethyl-7-fluoro-1-methyl-N-((5-(trifluoromethyl)pyridin-2-yl)methyl)-1H-pyrazolo[4,3-c]quinoline-8-carbohydrazide